C1([C@H](O)[C@@H](O)[C@H](O[C@H]2[C@H](O)[C@@H](O)[C@@H](O)[C@H](O2)CO)[C@H](O1)CO)N=[N+]=[N-] Lactosyl azide